Cl.FC1=C(C=CC(=C1F)OC)C1=CN=C2N1C=CN=C2NC2=CC(=C(C(=O)NC[C@H]1CNCC1)C=C2)CC (R)-4-((3-(2,3-difluoro-4-methoxyphenyl)imidazo[1,2-a]pyrazin-8-yl)amino)-2-ethyl-N-(pyrrolidin-3-ylmethyl)benzamide hydrochloride